CC=1C(NC(NC1)=O)=O 5-methyl-uracil